FC1(CCN(CC1)CC(=O)NC=1N=C2N(N=C(C=C2)C=2C=C(C(=NC2)C)C(=O)N[C@H](C)C2=C(C=CC(=C2)OC(F)(F)F)F)C1)F 5-{2-[2-(4,4-difluoropiperidin-1-yl)acetamido]imidazo[1,2-b]pyridazin-6-yl}-N-[(1R)-1-[2-fluoro-5-(trifluoromethoxy)phenyl]ethyl]-2-methylpyridin-3-carboxamide